BrC1=CC=C(C(=O)N2C(N(CC2)CC2COC2)=O)C=C1 1-(4-bromobenzoyl)-3-(oxetan-3-ylmethyl)imidazolin-2-one